CC1(OB(OC1(C)C)C1=CC=C(C=C1)C=1C=NN(C1C(=O)OC)COCC[Si](C)(C)C)C Methyl 4-(4-(4,4,5,5-tetramethyl-1,3,2-dioxaborolan-2-yl)phenyl)-1-((2-(trimethylsilyl)ethoxy)methyl)-1H-pyrazole-5-carboxylate